Methyl (3R)-3-[methyl-[(E)-3-(4,4,5,5-tetramethyl-1,3,2-dioxaborolan-2-yl)allyl]amino]butanoate CN([C@@H](CC(=O)OC)C)C\C=C\B1OC(C(O1)(C)C)(C)C